C(C)(C)(C)C1=CC=C(C(=O)NC2=C(OC3=C2C=C(C=C3)C=3C=NN(C3)C3=CC(=C(C=C3)C)C)C(=O)O)C=C1 3-(4-(tert-butyl)benzoylamino)-5-(1-(3,4-dimethylphenyl)-1H-pyrazol-4-yl)benzofuran-2-carboxylic acid